ClC1=C(C=C2C(=NN=C(C2=C1)N1CCN(CC1)C(C=C)=O)C1=C(C=CC=C1)C1CC1)C1=C(C=CC=C1O)F 1-(4-(7-chloro-4-(2-cyclopropylphenyl)-6-(2-fluoro-6-hydroxy-phenyl)-1-phthalazin-yl)-1-piperazinyl)-2-propen-1-one